CC1=CC(=CC(=N1)N)C(F)(F)F 6-methyl-4-(trifluoromethyl)pyridin-2-amine